2'-(2-ethoxypyridin-3-yl)-6'H-spiro[piperidine-4,5'-[1,7]naphthyridine]-7'(8'H)-carboxylate C(C)OC1=NC=CC=C1C1=NC=2CN(CC3(C2C=C1)CCNCC3)C(=O)[O-]